ClC1=CN=C2C(=N1)N(N=C2)C([C@H](C)OC2OCCCC2)CC 6-chloro-1-((2S)-2-((tetrahydro-2H-pyran-2-yl)oxy)pentan-3-yl)-1H-pyrazolo[3,4-b]pyrazine